benzyl tert-butyl (5-oxocyclohexane-1,3-diyl)dicarbamate O=C1CC(CC(C1)NC(OCC1=CC=CC=C1)=O)NC(OC(C)(C)C)=O